COC1=CC=C(C=C1)P(C1=CC=C(C=C1)OC)C1=CC=C(C=C1)OC tris(4-methoxyphenyl)phosphane